3-({[(1S)-6-methoxy-5-methyl-1,2,3,4-tetrahydronaphthalen-1-yl]methyl}amino)pyridine-4-carboxylic acid methyl ester COC(=O)C1=C(C=NC=C1)NC[C@H]1CCCC2=C(C(=CC=C12)OC)C